3-chloro-6-(3-chloro-4-fluorobenzyl)pyridazine ClC=1N=NC(=CC1)CC1=CC(=C(C=C1)F)Cl